1'-[(3-fluorophenyl)methanesulfonyl]-1',2'-dihydrospiro[cyclopentane-1,3'-indole] FC=1C=C(C=CC1)CS(=O)(=O)N1CC2(C3=CC=CC=C13)CCCC2